2-(2-(((5-chloro-2-(1H-tetrazol-1-yl) phenyl) amino)-2-oxoacetamido)-3-(4-(3-(methylsulfonyl) ureido) phenyl) propanamido)-1H-indole-1,2-dicarboxylate ClC=1C=CC(=C(C1)NC(C(=O)NC(C(=O)NC1(N(C2=CC=CC=C2C1)C(=O)[O-])C(=O)[O-])CC1=CC=C(C=C1)NC(=O)NS(=O)(=O)C)=O)N1N=NN=C1